C(#N)C1=C(N=C(S1)N(C=1C(=NN2C1CC(C(C2)F)N2CCN(CC2)C(C(=O)O)([2H])[2H])CC)C)C2=CC=C(C=C2)F 2-(4-(3-((5-cyano-4-(4-fluorophenyl)thiazol-2-yl)(methyl)amino)-2-ethyl-6-fluoropyrazolo[1,5-a]Piperidin-5-yl)piperazin-1-yl)acetic acid-2,2-d2